CC1=CS(OCC1)(=O)=O 4-methyl-5,6-dihydrooxathiine 2,2-dioxide